C(C)C=1C=NN2C1CN(CC2)CC(=O)O 2-(3-ethyl-6,7-dihydro-4H-pyrazolo[1,5-a]pyrazin-5-yl)acetic acid